COC1=C(N)C=CC(=C1)S(F)(F)(F)(F)F 2-methoxy-4-(pentafluoro-λ6-sulfaneyl)aniline